2-chloro-N-(2'-chloro-2-fluoro-[1,1'-biphenyl]-3-yl)acetamide 4-chloro-3-fluorobenzoate ClC1=C(C=C(C(=O)O)C=C1)F.ClCC(=O)NC=1C(=C(C=CC1)C1=C(C=CC=C1)Cl)F